(4-((4-((tert-butoxycarbonyl)amino)butan-2-yl)amino)butyl)carbamic acid C(C)(C)(C)OC(=O)NCCC(C)NCCCCNC(O)=O